N1CCC(=CC1)C=1C=CC=C2C(=CN=CC12)N1C(NC(CC1)=O)=O 1-[8-(1,2,3,6-tetrahydropyridin-4-yl)-4-isoquinolinyl]Hexahydropyrimidine-2,4-dione